C(C)(=O)O.C(C)(=O)O.C(C)(=O)O.C(C)(=O)O.C(C)(=O)O.O[C@H]1[C@@H](N)[C@@H](O)[C@H](O)[C@H](O1)CO β-D-mannosamine pentaacetate